N-(8-(3-hydroxy-4-(morpholine-4-carbonyl)phenyl)-2-(((1R,4R)-4-methoxycyclohexyl)amino)pyrido[4,3-d]pyrimidin-5-yl)benzamide OC=1C=C(C=CC1C(=O)N1CCOCC1)C1=CN=C(C2=C1N=C(N=C2)NC2CCC(CC2)OC)NC(C2=CC=CC=C2)=O